C(C1=CC=CC=C1)OCC1CC=C(C(C1)=O)I 5-(benzyloxymethyl)-2-iodo-cyclohex-2-en-1-one